CC1=NC2=CC=CC(=C2C=C1)C1BOOC1 2-methyl-5-(4,5-dioxaborolan-2-yl)quinoline